C(CCCCCCCCCCCCC)(=O)[O-].[Mg+2].C(CCCCCCCCCCCCC)(=O)[O-] Magnesium myristat